CS(=O)(C1=CC(=CC=C1)C)=NC1=C(C=CC=C1)C#CC=1C=CC(=NC1)C(=O)OC methyl 5-[2-(2-{[methyl(3-methylphenyl)oxo-λ6-sulfanylidene]amino}phenyl)ethynyl]pyridine-2-carboxylate